6-((4-aminopyrimidin-5-yl)methyl)-N-(3-fluoro-5-(trifluoromethyl)phenyl)-4,5,6,7-tetrahydrothieno[2,3-c]pyridine-3-carboxamide NC1=NC=NC=C1CN1CC2=C(CC1)C(=CS2)C(=O)NC2=CC(=CC(=C2)C(F)(F)F)F